FC=1C=C(CCOC=2C=C3N(C(N2)=O)C[C@H]2N3COC2)C=CC1 (R)-6-(3-fluorophenethoxy)-10,10a-dihydro-1H-oxazolo[3',4':3,4]imidazo[1,2-c]pyrimidin-8(3H)-one